C=1N=CN2C1C1=CC=CC=C1[C@H]2[C@@H]2CC1=C(C=NC(=C1)C)[C@H]2O (6S,7S)-6-((R)-5H-imidazo[5,1-a]isoindol-5-yl)-3-methyl-6,7-dihydro-5H-cyclopenta[c]pyridin-7-ol